C(C)(C)[C@@H]1N(CC2=C(NC1=O)C=CC=C2)C(=O)C=2C=NN(C2)C (S)-3-Isopropyl-4-(1-methyl-1H-pyrazole-4-carbonyl)-1,3,4,5-tetrahydro-2H-benzo[e][1,4]diazepin-2-one